benzofuran-2-sulfonamide O1C(=CC2=C1C=CC=C2)S(=O)(=O)N